N-(((1R,5S,6s)-3-(5-(3-cyano-6-(1-methyl-1H-pyrazol-4-yl)pyrazolo[1,5-a]pyridin-4-yl)pyridin-2-yl)-3-azabicyclo[3.1.0]hexan-6-yl)methyl)-6-methoxypicolinamide C(#N)C=1C=NN2C1C(=CC(=C2)C=2C=NN(C2)C)C=2C=CC(=NC2)N2C[C@@H]1C([C@@H]1C2)CNC(C2=NC(=CC=C2)OC)=O